Racemic-1-(3-(4-chloro-3-ethyl-1H-pyrrolo[2,3-b]pyridin-5-yl)phenyl)-3-(hydroxymethyl)piperidin-2-one ClC1=C2C(=NC=C1C=1C=C(C=CC1)N1C([C@H](CCC1)CO)=O)NC=C2CC |r|